2-(5-{5-chloro-2-[(oxacyclohex-4-yl)amino]pyrimidin-4-yl}-1-(2-hydroxyethyl)-3-oxo-2,3-dihydro-1H-isoindol-2-yl)-N-methyl-N-(2-phenylethyl)acetamide ClC=1C(=NC(=NC1)NC1CCOCC1)C=1C=C2C(N(C(C2=CC1)CCO)CC(=O)N(CCC1=CC=CC=C1)C)=O